C(C)S(=O)(=O)NC1=NC=C(C=C1NC(=O)C1CCCCC1)C(F)(F)F N-(2-ETHYLSULFONYLAMINO-5-TRIFLUORoMETHYL-3-PYRIDYL)CYCLOHEXANCARBOXAMID